(9-isopropyl-2-((1-(methylsulfonyl)piperidin-4-yl)amino)isoxazolo[5,4-h]quinazolin-6-yl)Methanol C(C)(C)C1=NOC2=C(C=C3C=NC(=NC3=C21)NC2CCN(CC2)S(=O)(=O)C)CO